lanthanum-potassium borate B([O-])([O-])[O-].[K+].[La+3]